C1(=CC=C(C=C1)C1CN2CCC1CC2)C2=CC=CC=C2 3-(1,1'-Biphenyl-4-yl)quinuclidine